C(=O)OSOC=O formoxysulfide